5,7-dioxa-12-azoniapentacyclo[10.6.1.02,10.04,8.015,19]nonadeca-1(18),2,4(8),9,11,15(19),16-heptaen-17-ol C=12C3=CC=4OCOC4C=C3C=[N+]3CCC(C=C(C1)O)=C23